N(=C=O)C1=C(C)C(=CC=C1)N=C=O 2,6-diisocyanatotoluene